tris(2,2'-bipyridine) dichloride [Cl-].[Cl-].N1=C(C=CC=C1)C1=NC=CC=C1.N1=C(C=CC=C1)C1=NC=CC=C1.N1=C(C=CC=C1)C1=NC=CC=C1